C1(CCCCC1)C1=C(OC2(CC2)C(=O)N)C=C(C=C1)C 1-(2-cyclohexyl-5-methylphenoxy)cyclopropane-1-carboxamide